tert-Butyl 9-oxo-2,10-diazaspiro[4.6]undec-7-ene-2-carboxylate O=C1C=CCC2(CCN(C2)C(=O)OC(C)(C)C)CN1